4-methoxypiperidine-1-carboxylic acid imide COC1CCN(CC1)C(O)=N